C(C)OC[C@@]1(CN(CC1)CC=1C=CC(=NC1)C)CCC1=CC=C(C=C1)F (S)-5-((3-(ethoxymethyl)-3-(4-fluorophenethyl)pyrrolidin-1-yl)methyl)-2-methylpyridine